CN(CCCCCCO)C 6-dimethylamino-1-hexanol